C(#N)C1(CCC1)CN1C(N(CC12CCC(CC2)(C2=CC=CC=C2)N(C)C)CC(C(=O)N)(C)C)=O 3-[1-[(1-Cyano-cyclobutyl)-methyl]-8-dimethylamino-2-oxo-8-phenyl-1,3-diazaspiro[4.5]decan-3-yl]-2,2-dimethyl-propionamide